SC=1SC=NN1 (Dl)-2-mercapto-1,3,4-thiadiazole